C1(CC1)C1=CC(=NC(=N1)N1N=C(C=C1)C1CC1)NC1CCC(CC1)(F)F 6-cyclopropyl-2-(3-cyclopropyl-1H-pyrazol-1-yl)-N-(4,4-difluorocyclohexyl)pyrimidin-4-amine